C(CC)C1=NC=2CCCCC2C(N1)=O 2-Propyl-5,6,7,8-tetrahydroquinazolin-4(3H)-one